C1(CC1)CC1=C(C=NN1C1CCOCC1)C1=NC(=NC=C1)NC1CCC(CC1)N (1R,4R)-N1-(4-(5-(cyclopropylmethyl)-1-(tetrahydro-2H-pyran-4-yl)-1H-pyrazol-4-yl)pyrimidin-2-yl)cyclohexane-1,4-diamine